2-(7-((4-((2,6-dioxopiperidin-3-yl)amino)benzyl)amino)-1-oxoisoindolin-2-yl)-2-(5-fluoro-2-hydroxyphenyl)-N-(thiazol-2-yl)acetamide O=C1NC(CCC1NC1=CC=C(CNC=2C=CC=C3CN(C(C23)=O)C(C(=O)NC=2SC=CN2)C2=C(C=CC(=C2)F)O)C=C1)=O